3-[5-(azidomethyl)-3-methyl-2-oxo-1,3-benzodiazol-1-yl]piperidine-2,6-dione N(=[N+]=[N-])CC1=CC2=C(N(C(N2C)=O)C2C(NC(CC2)=O)=O)C=C1